FC=1C=C2C(OC(C2=CC1)=O)C 5-fluoro-3-methylisobenzofuran-1(3H)-one